ethyl 2-(2-(4-fluorobenzoyl) hydrazino)-2-oxoacetate FC1=CC=C(C(=O)NNC(C(=O)OCC)=O)C=C1